COC1=CC=C(CNC2=C(C=NC3=CC=CC=C23)[N+](=O)[O-])C=C1 N-(4-methoxybenzyl)-3-nitroquinolin-4-amine